α-acetyl-butyrolactone C(C)(=O)C1C(=O)OCC1